3-((2-(dimethylamino)ethylsulfonyl)methyl)azetidine-1-carboxylic acid tert-butyl ester C(C)(C)(C)OC(=O)N1CC(C1)CS(=O)(=O)CCN(C)C